C(#N)C1CCN(CC1)C=1OC2=C(C=C(C=C2C(C1)=O)C)C(C)NC1=C(C(=O)O)C=CC=C1 2-[1-[2-(4-Cyano-1-piperidyl)-6-methyl-4-oxo-chromen-8-yl]ethylamino]benzoic Acid